1-propyl-1-methylpiperidinium Hydroxide [OH-].C(CC)[N+]1(CCCCC1)C